3-(5-amino-8-(2,6-dimethylpyridin-4-yl)-3-oxo-7-phenyl-[1,2,4]triazolo[4,3-c]pyrimidin-2(3H)-yl)-N-methylpropanamide NC1=NC(=C(C=2N1C(N(N2)CCC(=O)NC)=O)C2=CC(=NC(=C2)C)C)C2=CC=CC=C2